NC=1C=C(OC2=CC(=NC=C2)C(=O)NC)C=CC1F 4-(3-amino-4-fluorophenoxy)-N-methylpicolinamide